3-fluoro-2-(methylaminosulfonylamino)pyridine FC=1C(=NC=CC1)NS(=O)(=O)NC